FC1=CC=C(C[B-](F)(F)F)C=C1.[K+] potassium (4-fluorobenzyl)trifluoroborate